N1(CCCCCC1)CC1=CC(=NC=C1)NC=1SC2=C(N1)C=CC(=C2)C=2C=NNC2C N-(4-(azepan-1-ylmethyl)-pyridin-2-yl)-6-(5-methyl-1H-pyrazol-4-yl)benzo[d]-thiazol-2-amine